C1=CC=CC=2C3=CC=CC=C3C(C12)COC(=O)NCC(=O)N[C@@H](CC(C)C)C(=O)OC(C)(C)C tert-butyl (((9H-fluoren-9-yl)methoxy)carbonyl)glycyl-L-leucinate